2-hydroxyethylbenzo-imidazole OCCC=1NC2=C(N1)C=CC=C2